COC=1C=C2C(=NC1OCCCO)CNC2 3-((3-methoxy-6,7-dihydro-5H-pyrrolo[3,4-b]pyridin-2-yl)oxy)propan-1-ol